ClC=1C(=C(OCC(=O)OCC)C=C(C1CC1=C(C(=C(C=C1)O)C(C)C)F)Cl)F ethyl 2-(3,5-dichloro-2-fluoro-4-(2-fluoro-4-hydroxy-3-isopropylbenzyl)phenoxy)acetate